N-benzyl-N,N-dimethylhexadecylammonium tri(3-chloro-4-methylphenyl)butylborate ClC=1C=C(C=CC1C)C(CCCOB([O-])[O-])(C1=CC(=C(C=C1)C)Cl)C1=CC(=C(C=C1)C)Cl.C(C1=CC=CC=C1)[N+](C)(C)CCCCCCCCCCCCCCCC.C(C1=CC=CC=C1)[N+](C)(C)CCCCCCCCCCCCCCCC